O.O.C(C(=O)[O-])(=O)[O-].[Cu+2].C(C)(C)(C)NCCC=C(C(=O)N)C 2-(tert-butylamino)ethylmethacrylamide Copper Oxalate Dihydrate